N-(1,3-benzodioxol-5-yl)-3-[5-chloro-4-formyl-3-(trifluoromethyl)pyrazol-1-yl]-N-methyl-benzamide O1COC2=C1C=CC(=C2)N(C(C2=CC(=CC=C2)N2N=C(C(=C2Cl)C=O)C(F)(F)F)=O)C